O=[Mg] oxo-magnesium